8-(6-cyanopyridin-3-yl)-N-methyl-6,9-dioxo-5-(4-(trifluoromethyl)benzyl)-2,5,8-triazaspiro[3.5]nonane-2-carboxamide C(#N)C1=CC=C(C=N1)N1CC(N(C2(CN(C2)C(=O)NC)C1=O)CC1=CC=C(C=C1)C(F)(F)F)=O